trans-bipyridine N1=C(C=CC=C1)C1=NC=CC=C1